2-methoxy-5-(7-hydroxy-4-oxo-4H-chromen-3-yl)phenolate COC1=C(C=C(C=C1)C1=COC2=CC(=CC=C2C1=O)O)[O-]